(2-methyl-3-trifluoromethylphenyl)-aminobenzoic acid CC1=C(C=CC=C1C(F)(F)F)C=1C(=C(C(=O)O)C=CC1)N